2-[2-[[6-fluoro-5-[4-(6-methoxyimidazo[1,2-a]pyridin-2-yl) phenyl] pyridin-2-yl]-[(2-methylpropan-2-yl) oxycarbonyl] amino] ethoxy] benzene-1,2-dicarboxylate C=1(C(=CC=CC1)C(=O)OOCCN(C(=O)OC(C)(C)C)C1=NC(=C(C=C1)C1=CC=C(C=C1)C=1N=C2N(C=C(C=C2)OC)C1)F)C(=O)[O-]